4-(4-(4-(4-((tert-Butyldimethylsilyl)oxy)butoxy)-2-methylphenyl)piperidin-1-yl)-2-(trifluoromethyl)benzonitrile [Si](C)(C)(C(C)(C)C)OCCCCOC1=CC(=C(C=C1)C1CCN(CC1)C1=CC(=C(C#N)C=C1)C(F)(F)F)C